7-cis-decatrienal CCC/C=C\C=C\C=CC=O